(Phenylmethyl) (E)-3-[2-(2-hydroxyethyl)phenyl]-2-propenoate OCCC1=C(C=CC=C1)/C=C/C(=O)OCC1=CC=CC=C1